COC1CC(C1)OC1=CC=CC=N1 6-((1s,3S)-3-methoxycyclobutoxy)pyridin